4-{3-[(3S)-3-cyclopropylpiperazin-1-yl]-1,2,4-triazin-6-yl}-4'-(methylamino)[1,1'-biphenyl]-3-ol C1(CC1)[C@H]1CN(CCN1)C=1N=NC(=CN1)C1=C(C=C(C=C1)C1=CC=C(C=C1)NC)O